(R)-2-(5-methyl-6-(piperidin-4-yl)-6,7,8,9-tetrahydro-5H-pyrido[3',4':4,5]pyrrolo[2,3-c]pyridazin-3-yl)phenol C[C@H]1N(CCC2=C1C1=C(N=NC(=C1)C1=C(C=CC=C1)O)N2)C2CCNCC2